BrC1=NC=CC(=C1)NCC=1N=C2N(C=C(C=C2CCO)C2CC2)C1 2-(2-(((2-bromopyridin-4-yl)amino)methyl)-6-cyclopropylimidazo[1,2-a]-pyridin-8-yl)ethan-1-ol